N-(1-(6-fluoro-4-(4-fluorophenyl)-1,2,3,4-Tetrahydroquinoxaline-1-carbonyl)pyrrolidin-3-yl)methanesulfonamide FC=1C=C2N(CCN(C2=CC1)C(=O)N1CC(CC1)NS(=O)(=O)C)C1=CC=C(C=C1)F